5-(2-(5-((3R,5R)-3-amino-5-fluoropiperidine-1-carbonyl)-7-methoxy-1-methyl-1H-benzo[d]imidazol-2-yl)-1-(cyclopropylmethyl)-1H-indol-7-yl)indolin-2-one N[C@H]1CN(C[C@@H](C1)F)C(=O)C1=CC2=C(N(C(=N2)C=2N(C3=C(C=CC=C3C2)C=2C=C3CC(NC3=CC2)=O)CC2CC2)C)C(=C1)OC